tert-butyl (2S,3R)-3-{[(benzyloxy)carbonyl]amino}-2-({3-[(6-cyano-3-methylpyridin-2-yl)oxy]-2-fluorophenyl}methyl)-4,4-difluoropyrrolidine-1-carboxylate C(C1=CC=CC=C1)OC(=O)N[C@@H]1[C@@H](N(CC1(F)F)C(=O)OC(C)(C)C)CC1=C(C(=CC=C1)OC1=NC(=CC=C1C)C#N)F